sulpholane S1(=O)(=O)CCCC1